N1(CC=CC=C1)C1=CC=NC=C1 1,4'-bipyridyl